4-(benzoxazolin-2-one-5-yl)-N2-[2-((1S,4S)-2-oxa-5-azabicyclo[2.2.1]hept-5-yl)pyridin-5-yl]-5-methylpyrimidine-2,4-diamine O1C(NC2=C1C=CC(=C2)C2(NC(=NC=C2C)NC=2C=CC(=NC2)N2[C@@H]1CO[C@H](C2)C1)N)=O